ethyl 3-(2-methoxyphenyl)-3-methyl-2-oxobutyrate COC1=C(C=CC=C1)C(C(C(=O)OCC)=O)(C)C